hydroxyl-nickel carbonate C([O-])([O-])=O.O[Ni+2]